2-{3-[(2R,6S)-2,6-Dimethylmorpholin-4-carbonyl]-5,6-dihydrocyclopenta[c]pyrazol-1(4H)-yl}-1-{4-[2-methyl-4-(trifluoromethyl)phenyl]piperidin-1-yl}ethan-1-on C[C@@H]1CN(C[C@@H](O1)C)C(=O)C=1C2=C(N(N1)CC(=O)N1CCC(CC1)C1=C(C=C(C=C1)C(F)(F)F)C)CCC2